ClC1=CC=C(C=C1)[S+](C1=CC=C(C=C1)C)C1=CC=C(C=C1)Cl bis(4-chlorophenyl)-4-methylphenyl-sulfonium